NC1=NC=2C3=C(C(CC2C=N1)(C)C)C(=NN3C3OCCCC3)C(=O)NC=3SC=C(N3)CC(=O)NC3CCN(CC3)C3CCCCC3 8-amino-N-(4-{2-[(1-cyclohexylpiperidin-4-yl)amino]-2-oxoethyl}-1,3-thiazol-2-yl)-4,4-dimethyl-1-(tetrahydro-2H-pyran-2-yl)-4,5-dihydro-1H-pyrazolo[4,3-H]quinazoline-3-carboxamide